tert-butyl N-methyl-N-(2-methyl-4,5,6,7-tetrahydrobenzothiophen-6-yl)carbamate CN(C(OC(C)(C)C)=O)C1CC2=C(C=C(S2)C)CC1